tert-butyl 4-((2-decylpyrimidin-5-yl)carbamoyl)piperazine-1-carboxylate C(CCCCCCCCC)C1=NC=C(C=N1)NC(=O)N1CCN(CC1)C(=O)OC(C)(C)C